S(=O)(=O)=C1C(N=CC(=C1O)N)O 3-sulfonyl-5-aminopyridine-2,4-diol